ClC1=NC=CC=2N1N=C(N2)C2=CC(=CC=C2)SC(F)(F)F chloro-2-[3-(trifluoromethylsulfanyl)phenyl]-[1,2,4]triazolo[1,5-c]pyrimidine